C(C(C)C)N1N=C(C(=C1)S(=O)(=O)Cl)C 1-isobutyl-3-methyl-1H-pyrazole-4-sulfonyl chloride